CN(C1CN(C1)C1=C(C=CC(=N1)NC=1C=CC(=C2CNC(C12)=O)C1=CN=C2N1C=CC(=C2)F)[C@@H]2COCC2)C (R)-7-((6-(3-(dimethylamino)-azetidin-1-yl)-5-(tetrahydrofuran-3-yl)pyridin-2-yl)amino)-4-(7-fluoroimidazo[1,2-a]pyridin-3-yl)isoindolin-1-one